3,12-dioxo-2,6,9,16-tetraoxa-13-azanonadecan-19-oic acid O=C(OC)CCOCCOCCC(NCCOCCC(=O)O)=O